NCC1(CCN(S1(=O)=O)C1=CC=C(C=C1)OC)C 5-(Aminomethyl)-2-(4-methoxyphenyl)-5-methylisothiazolidine 1,1-dioxide